(S)-β-amino-4-(3,4-difluorophenyl)butyric acid N[C@H](CC(=O)O)CC1=CC(=C(C=C1)F)F